COC(CCC(=O)C1C(C2=CC=C(C=C2C1=O)C(=O)C=1C=C2C(C(C(C2=CC1)=O)C(CCC(=O)OC)=O)=O)=O)=O methyl 4-{5-[2-(4-methoxy-4-oxobutanoyl)-1,3-dioxo-2,3-dihydro-1H-indene-5-carbonyl]-1,3-dioxo-2,3-dihydro-1H-inden-2-yl}-4-oxobutanoate